4-(((trans-4-(4-Methoxy-3-methyl-phenyl)cyclohexyl)methyl)(3-(2-methoxythiazol-5-yl)phenyl)carbamoyl)bicyclo[2.2.2]octane-1-carboxylic acid COC1=C(C=C(C=C1)[C@@H]1CC[C@H](CC1)CN(C(=O)C12CCC(CC1)(CC2)C(=O)O)C2=CC(=CC=C2)C2=CN=C(S2)OC)C